CN(C1CCN(CC1)S(=O)(=O)C=1C=CC(=NC1)N1C(OCC1)=O)CC1CCOCC1 3-(5-((4-(Methyl((tetrahydro-2H-pyran-4-yl)methyl)amino)piperidin-1-yl)sulfonyl)pyridin-2-yl)oxazolidin-2-one